1-(4-(4-AMINO-7-CYCLOPROPYL-7H-PYRROLO[2,3-D]PYRIMIDIN-5-YL)-2-FLUOROPHENYL)-3-(4-((4-(2-METHOXYETHYL)PIPERAZIN-1-YL)METHYL)-3-(TRIFLUOROMETHYL)PHENYL)UREA NC=1C2=C(N=CN1)N(C=C2C2=CC(=C(C=C2)NC(=O)NC2=CC(=C(C=C2)CN2CCN(CC2)CCOC)C(F)(F)F)F)C2CC2